COCCOCCOCCOCCOCCOC 2,5,8,11,14,17-hexaoxaoctadecane